C1(CC1)[C@@H](\C=C\S(=O)(=O)C)NC(=O)C=1C=C2C(=NC1OC1=CC=CC=C1)C(CC2)(F)F (S,E)-N-(1-cyclopropyl-3-(methylsulfonyl)allyl)-7,7-difluoro-2-phenoxy-6,7-dihydro-5H-cyclopenta[b]pyridine-3-carboxamide